[1,1':3',1''-terphenyl]-2'-ylboronic acid C1(=CC=CC=C1)C1=C(C(=CC=C1)C1=CC=CC=C1)B(O)O